BrC1=CC=C(C=C1)[C@@H]1CN(C[C@H]1C)C(=O)C1=CC(=NN1)C1=CN=NC=C1 [(3R,4S)-3-(4-bromophenyl)-4-methyl-pyrrolidin-1-yl]-(3-pyridazin-4-yl-1H-pyrazol-5-yl)methanone